manganese(II) sulphate S(=O)(=O)([O-])[O-].[Mn+2]